tert-butyl (4-(6-(2,5-dimethyl-1H-pyrrol-1-yl)pyridin-2-yl)butyl)(3-hydroxybenzyl)carbamate CC=1N(C(=CC1)C)C1=CC=CC(=N1)CCCCN(C(OC(C)(C)C)=O)CC1=CC(=CC=C1)O